7-azido-9-methyl-6,7-dihydro-5H-pyrido[2,3-b]azepin-8(9H)-one N(=[N+]=[N-])C1CCC2=C(N(C1=O)C)N=CC=C2